octyl ether sulfate sodium salt [Na+].S(=O)(=O)([O-])[O-].C(CCCCCCC)OCCCCCCCC.[Na+]